FC1=C(C=CC(=C1)[N+](=O)[O-])N1CC(N(CC1)CC(=O)OCC)=O ethyl 2-(4-(2-fluoro-4-nitrophenyl)-2-oxopiperazin-1-yl)acetate